O=S1(CCN(CC1)C([C@H](CC(=O)O)NC(=O)OCC1C2=CC=CC=C2C=2C=CC=CC12)=O)=O (3S)-4-(1,1-dioxo-1,4-thiazinan-4-yl)-3-(9H-fluoren-9-ylmethoxycarbonylamino)-4-oxobutanoic acid